6-[4-(trifluoromethoxy)phenyl]-1,3-benzothiazol-2-amine FC(OC1=CC=C(C=C1)C1=CC2=C(N=C(S2)N)C=C1)(F)F